[3-chloro-4-(piperazine-1-carbonyl)phenyl]-1-methyl-5-[1-(5-nitro-2-pyridyl)-3-(trifluoromethyl)pyrazol-4-yl]imidazole-2-carboxamide ClC=1C=C(C=CC1C(=O)N1CCNCC1)C=1N=C(N(C1C=1C(=NN(C1)C1=NC=C(C=C1)[N+](=O)[O-])C(F)(F)F)C)C(=O)N